thienochroman O1CCCC2=CC=C3C(=C12)C=CS3